FC1=CC=C(C=C1)C(N1C(CNCC1)C(C)(C)O)C1=CC=C(C=C1)F 2-(1-(bis(4-fluorophenyl)methyl)piperazin-2-yl)propan-2-ol